FC1=C(CN2C(C=CC3=CN=C4C(=C23)C=CC(=N4)OCC)=O)C(=CC(=C1)SCC1=CC=C(C=C1)OC)F 1-(2,6-difluoro-4-((4-methoxybenzyl)thio)benzyl)-8-ethoxypyrido[2,3-h][1,6]Naphthyridin-2(1H)-one